magnesium sulfide copper-nickel [Ni+2].[Cu+2].[S-2].[Mg+2].[S-2].[S-2]